racemic-gamma-aminobutyric acid NCCCC(=O)O